CN1N=CC(=C1)C(=O)NCC1=NOC(=N1)C=1N(C2=CC=CC(=C2C1)NC1CCN(CC1)C)CC(F)(F)F 1-methyl-N-[(5-{4-[(1-methylpiperidin-4-yl)amino]-1-(2,2,2-trifluoroethyl)-1H-indol-2-yl}-1,2,4-oxadiazol-3-yl)methyl]-1H-pyrazole-4-carboxamide